ClC=1C=C2C(=CC1)NC(C21CCN(CC1)CCOC=1C=NC(=C(C1)C(F)(F)F)[C@](CO)(C)O)=O 5-chloro-1'-[2-({6-[(2S)-1,2-dihydroxypropan-2-yl]-5-(trifluoromethyl)pyridin-3-yl}oxy)ethyl]-1,2-dihydrospiro[indole-3,4'-piperidin]-2-one